[(6-bromohexyl)amino]methanoic acid-2-methylpropan-2-yl ester CC(C)(C)OC(=O)NCCCCCCBr